NC1=C(C(=O)O)C(=CC=C1[N+](=O)[O-])OC 2-amino-6-methoxy-3-nitrobenzoic acid